N-[(2S,3R)-2-[(3'-chloro-2-fluoro[1,1'-biphenyl]-3-yl)methyl]-1-(cyclopropanecarbonyl)-4,4-difluoropyrrolidin-3-yl]methanesulfonamide ClC=1C=C(C=CC1)C1=C(C(=CC=C1)C[C@@H]1N(CC([C@@H]1NS(=O)(=O)C)(F)F)C(=O)C1CC1)F